4,5-dihydro-1H-pyrrolo[3,2-c]Pyridine-2-amide N1C(=CC=2CNC=CC21)C(=O)N